3,4-dichlorophenyl 2,4,6-tri-O-acetyl-3-azido-3-deoxy-1-thio-alpha-D-galactopyranoside C(C)(=O)O[C@H]1[C@@H](SC2=CC(=C(C=C2)Cl)Cl)O[C@@H]([C@@H]([C@@H]1N=[N+]=[N-])OC(C)=O)COC(C)=O